FC(C1=NC=CC(=C1)O)(F)F 2-(trifluoromethyl)pyridin-4-ol